1-(5-chloro-4-((8-methoxy-1-methyl-3-(2-(methylamino)-2-oxoethoxy)-2-oxo-1,2-dihydroquinolin-6-yl)amino)pyrimidin-2-yl)-N-methylpiperidine-4-carboxamide ClC=1C(=NC(=NC1)N1CCC(CC1)C(=O)NC)NC=1C=C2C=C(C(N(C2=C(C1)OC)C)=O)OCC(=O)NC